1-(4-chloro-3-fluorophenoxy)-3-(4-(6-chloroquinoline-2-carboxamido) piperidin-1-yl)propan-2-yl methanesulfonate CS(=O)(=O)OC(COC1=CC(=C(C=C1)Cl)F)CN1CCC(CC1)NC(=O)C1=NC2=CC=C(C=C2C=C1)Cl